Chloro{5-(ethylsulfonyl)-1-methyl-4-[7-methyl-3-(pentafluoroethyl)-7H-imidazo[4,5-c]pyridazin-6-yl]-1H-imidazol-2-yl}zinc lithium chloride [Cl-].[Li+].Cl[Zn]C=1N(C(=C(N1)C1=NC2=C(N=NC(=C2)C(C(F)(F)F)(F)F)N1C)S(=O)(=O)CC)C